N-((5-iodo-2-isopropoxypyridin-3-yl)methyl)-2-phenylpiperidin-3-amine IC=1C=C(C(=NC1)OC(C)C)CNC1C(NCCC1)C1=CC=CC=C1